Bis(Imino)Pyridine Monochloride [Cl-].N=C1C(N=CC=C1)=N